4-((R)-3-(Allyloxy)piperidin-1-yl)-7-chloro-8-fluoro-2-(((2R,7aS)-2-fluorotetrahydro-1H-pyrrolizin-7a(5H)-yl)methoxy)pyrido[4,3-d]pyrimidine C(C=C)O[C@H]1CN(CCC1)C=1C2=C(N=C(N1)OC[C@]13CCCN3C[C@@H](C1)F)C(=C(N=C2)Cl)F